CC=1C(=C(C=C(C1)C(F)(F)F)O)C1=CC=C2C(=N1)N=C(O2)NC[C@H]2N(CC2)C 3-methyl-2-[2-[[(2S)-1-methylazetidin-2-yl]methylamino]oxazolo[4,5-b]pyridin-5-yl]-5-(trifluoromethyl)phenol